1-((3S,4R)-4-(3,4-difluorophenyl)-1-(2-methoxyethyl)pyrrolidin-3-yl)-3-(1-(5-fluoropyridin-3-yl)-1',4-dimethyl-1H,1'H-[3,4'-bipyrazole]-5-yl)urea FC=1C=C(C=CC1F)[C@H]1[C@@H](CN(C1)CCOC)NC(=O)NC1=C(C(=NN1C=1C=NC=C(C1)F)C=1C=NN(C1)C)C